NC1CCN(CC1)C([C@@H](CCCCNCCCN)NC([C@@H](CC(C)C)NC([C@@H](CC1=CC=CC=C1)NC([C@@H](CC1=CC=CC=C1)N)=O)=O)=O)=O 4-Amino-1-((R)-2-((R)-2-((R)-2-((R)-2-amino-3-phenylpropanamido)-3-phenylpropan-amido)-4-methylpentanamido)-6-((3-aminopropyl)amino)hexanoyl)piperidin